3-((3-((3R,5R)-5-(4-chlorophenyl)tetrahydro-furan-3-yl)-1,2,4-oxadiazol-5-yl)methyl)-8-methoxypyrido[3,4-d]pyrimidin-4(3H)-one ClC1=CC=C(C=C1)[C@H]1C[C@@H](CO1)C1=NOC(=N1)CN1C=NC2=C(C1=O)C=CN=C2OC